tert-butyl N-[4-(benzyloxy)-1,7-naphthyridin-6-yl]carbamate C(C1=CC=CC=C1)OC1=CC=NC2=CN=C(C=C12)NC(OC(C)(C)C)=O